7,12-Dimeth-ylbenz[a]anthracene CC=1C2=CC=C3C(=C2C(=C2C=CC=CC12)C)C=CC=C3